7-(4-methylthiobenzylidene)-8-oxo-5,6,7,8-tetrahydronaphthalene-2-carboxylic acid CSC1=CC=C(C=C2CCC=3C=CC(=CC3C2=O)C(=O)O)C=C1